CN1N=CC(=C1COCCNC(OC(C)(C)C)=O)B1OC(C(O1)(C)C)(C)C tert-butyl N-[2-[[2-methyl-4-(4,4,5,5-tetramethyl-1,3,2-dioxaborolan-2-yl) pyrazol-3-yl]methoxy]ethyl]carbamate